ClC1=NC=C(C(=C1)C1=C(C=NC(=C1)C)C(=O)NC=1SC=2C(=NC=C(C2)C(C)(C)O)N1)OC 2'-chloro-N-(6-(2-hydroxypropan-2-yl)thiazolo[4,5-b]pyridin-2-yl)-5'-methoxy-6-methyl-[4,4'-bipyridine]-3-carboxamide